NC1=C(C=2C(=NC=C(C2CCNC(=O)OC(C)(C)C)C)N1C1=C(C(=CC=C1C)OC)C)C(=O)OC methyl 2-amino-4-(2-((tert-butoxycarbonyl)amino)ethyl)-1-(3-methoxy-2,6-dimethylphenyl)-5-methyl-1H-pyrrolo[2,3-b]pyridine-3-carboxylate